FC1=CC(=NC=C1C1=CC(=CC(=C1)S(=O)(=O)[C@H]1COCC1)N1CCOCC1)N (R)-4-fluoro-5-(3-morpholino-5-((tetrahydrofuran-3-yl)sulfonyl)phenyl)pyridin-2-amine